C[C@H]1N(CCN(C1=O)C)CCOC1=CC=C(C=C1)NC(OC(C)(C)C)=O tert-butyl (R)-(4-(2-(2,4-dimethyl-3-oxopiperazin-1-yl)ethoxy)phenyl)carbamate